ClC=1C=CC(=NC1)NC1=CC=CC(=N1)S(=O)(=O)NC(=O)C=1C(=NC=CC1)N1C(CC(C1)C)(C)C N-[[6-[(5-Chloro-2-pyridyl)amino]-2-pyridyl]sulfonyl]-2-(2,2,4-trimethylpyrrolidin-1-yl)pyridin-3-carboxamid